NC1=C(C=C(C=N1)C1=CC=C(C=C1)C(=O)N1CCN(CC1)CC)OC(C)C1=C(C(=CC=C1F)F)Cl (4-{6-amino-5-[1-(2-chloro-3,6-difluoro-phenyl)-ethoxy]-pyridin-3-yl}-phenyl)-(4-ethyl-piperazin-1-yl)-methanone